Cl.NC/C(/CN1N=CN(C1=O)CC=1SC(=CC1)C1=CC2=C(OCO2)C=C1)=C/F 2-[(2Z)-2-(aminomethyl)-3-fluoroprop-2-en-1-yl]-4-{[5-(1,3-benzodioxol-5-yl)thiophen-2-yl]methyl}-2,4-dihydro-3H-1,2,4-triazol-3-one hydrochloride